C(#N)C1=CC=C(C=C1)C1=C(C(=CC(=C1)F)NC=1C(=NC(=CN1)C1CC1)C(=O)O)OC(F)F 3-((4'-cyano(difluoromethoxy)-5-fluoro-[1,1'-biphenyl]-3-yl)amino)-6-cyclopropylpyrazine-2-carboxylic acid